tert-butyl N-[(1R)-1-[3-(2-methoxy-4-pyridyl)-1,2,4-oxadiazol-5-yl]ethyl]carbamate COC1=NC=CC(=C1)C1=NOC(=N1)[C@@H](C)NC(OC(C)(C)C)=O